D-fructofuranosyl-(2→6)-D-fructofuranosyl-(2→5)-L-sorbopyranose OCC1([C@@H](O)[C@H](O)[C@H](O1)CO)OC[C@@H]1[C@H]([C@@H](C(CO)(O1)O[C@@H]1[C@H]([C@@H](C(CO)(O)OC1)O)O)O)O